2-(2-(2-(4-(benzyloxy)phenoxy)ethoxy)ethyl)aminotetrahydrofuran C(C1=CC=CC=C1)OC1=CC=C(OCCOCCNC2OCCC2)C=C1